C1=CC=CC=2C3=CC=CC=C3C(C12)COC(=O)N[C@@H](CCC(NCCOCCOCCOCCOCCOCCOCCOCCOCCC(OC(C)(C)C)=O)=O)C(=O)O (S)-35-((((9H-fluoren-9-yl)methoxy)carbonyl)amino)-2,2-dimethyl-4,32-dioxo-3,7,10,13,16,19,22,25,28-nonaoxa-31-azahexatriacontan-36-oic acid